C(/C1=CC=CC=C1)=N\N(C1=CC=NN1CC1=CC=C(C=C1)OC)C1=NC(=CC(=C1C=O)I)N1[C@@H](COCC1)C 2-[(2E)-2-benzylidene-1-{1-[(4-methoxyphenyl)methyl]-1H-pyrazol-5-yl}hydrazinyl]-4-iodo-6-[(3R)-3-methylmorpholin-4-yl]pyridine-3-carbaldehyde